N-[5-(2,6-difluoro-4-methoxyphenyl)-2-{4-methoxy-6-[3-(propan-2-yloxy)azetidin-1-yl]pyridin-2-yl}-1-methyl-3-oxo-2,3-dihydro-1H-pyrazol-4-yl]-4-(difluoromethoxy)benzamide FC1=C(C(=CC(=C1)OC)F)C1=C(C(N(N1C)C1=NC(=CC(=C1)OC)N1CC(C1)OC(C)C)=O)NC(C1=CC=C(C=C1)OC(F)F)=O